S-(2,4-dichlorophenyl) thiobenzoate C(C1=CC=CC=C1)(=O)SC1=C(C=C(C=C1)Cl)Cl